F[C@H]1[C@@H]([C@]2(CN[C@@]1(C2)C)C)N(C2=CC=C(N=N2)C2=C(C=C(C=C2)N2C=NC=C2)O)C 2-(6-(((1R,4R,5R,6S)-6-fluoro-1,4-dimethyl-2-azabicyclo[2.2.1]heptan-5-yl)(methyl)amino)pyridazin-3-yl)-5-(1H-imidazol-1-yl)phenol